(S)-2-(benzyloxycarbonyl(methyl)amino)-2-cyclopentyl-acetate lithium salt [Li+].C(C1=CC=CC=C1)OC(=O)N([C@H](C(=O)[O-])C1CCCC1)C